10-hydroxy-4,8-dimethyldec-4-enal OCCC(CCC=C(CCC=O)C)C